C(C1=CC=CC=C1)N1C=C(C2=CC(=CC=C12)C1=CC(=NO1)C(=O)O)C#N 5-(N-benzyl-3-cyanoindol-5-yl)isoxazole-3-carboxylic acid